C(C)OC(C(CC(C)C)N1C(C=CC(=C1)CCN1C[C@@H](CC1)F)=O)=O.F[C@H]1CN(CC1)CCC=1C=CC(N(C1)C(C(=O)O)CC(C)C)=O 2-(5-(2-((R)-3-fluoropyrrolidin-1-yl)ethyl)-2-oxopyridin-1(2H)-yl)-4-methylpentanoic acid Ethyl-2-(5-(2-((R)-3-fluoropyrrolidin-1-yl)ethyl)-2-oxopyridin-1(2H)-yl)-4-methylpentanoate